CN1C([C@@H]2N(CC[C@@H]2C1)C1=CC=CC(=N1)C1=NC2=CC(=NC=C2C=C1)CNC(C1=CN=CC(=C1)S(=O)(=O)C)=O)=O N-((2-(6-((3aR,6aR)-5-methyl-6-oxohexahydropyrrolo[3,4-b]pyrrol-1(2H)-yl)pyridin-2-yl)-1,6-naphthyridin-7-yl)methyl)-5-(methylsulfonyl)nicotinamide